(R)-5-((1-(3-(1,1-difluoro-2-hydroxyethyl)-2-fluorophenyl)ethyl)amino)-7-methyl-3-(tetrahydro-2H-pyran-4-yl)-3,4-dihydropyrimido[4,5-d]pyrimidin-2(1H)-one FC(CO)(F)C=1C(=C(C=CC1)[C@@H](C)NC1=C2C(=NC(=N1)C)NC(N(C2)C2CCOCC2)=O)F